2-(2,6-dioxopiperidin-3-yl)-5,7-difluoro-4-(piperazin-1-yl-2,2,3,3,5,5,6,6-d8)isoindoline-1,3-dione O=C1NC(CCC1N1C(C2=C(C=C(C(=C2C1=O)N1C(C(NC(C1([2H])[2H])([2H])[2H])([2H])[2H])([2H])[2H])F)F)=O)=O